FC=1C=C(O[C@H]2[C@H](CCC2)NS(=O)(=O)C(C)C)C=CC1CCNS(=O)(=O)C Propane-2-sulfonic acid {(1S,2R)-2-[3-fluoro-4-(2-methanesulfonylamino-ethyl)-phenoxy]-cyclopentyl}-amide